tert-butyl N-[2-[5-[1-benzyloxy-1-[3-[tert-butyl(diphenyl)silyl]oxypropoxymethyl]-2,2,2-trifluoro-ethyl]-1,3,4-oxadiazol-2-yl]-6-bromo-5-(trifluoromethyl)-3-pyridyl]carbamate C(C1=CC=CC=C1)OC(C(F)(F)F)(COCCCO[Si](C1=CC=CC=C1)(C1=CC=CC=C1)C(C)(C)C)C1=NN=C(O1)C1=NC(=C(C=C1NC(OC(C)(C)C)=O)C(F)(F)F)Br